CC(C(=O)O)(CNC1=CC=C2C(=CC(OC2=C1)=O)C1=C(C=CC=C1)C)C 2,2-dimethyl-3-((2-oxo-4-(o-tolyl)-2H-chromen-7-yl)amino)propanoic acid